C1(CCC1)CN[C@H]1CN(CCC1)C1=CC(N(C=C1)C(C)N1N=NC(=C1)C=1N=NC=C(C1)OC)=O 4-((R)-3-((cyclobutylmethyl)amino)piperidin-1-yl)-1-(1-(4-(5-methoxypyridazin-3-yl)-1H-1,2,3-triazol-1-yl)ethyl)pyridin-2(1H)-one